1-(5-fluoro-2-{4-[methyl-(2-pyrrolidin-1-yl-ethyl)-amino]-phenylamino}-pyrimidin-4-yl)-1H-indole-3-carboxamide FC=1C(=NC(=NC1)NC1=CC=C(C=C1)N(CCN1CCCC1)C)N1C=C(C2=CC=CC=C12)C(=O)N